N-(3-methoxy-4-(4-(4-methylpiperazin-1-yl)piperidin-1-yl)phenyl)-4-(3-(3-phenoxyphenyl)isoxazolidin-2-yl)-5-(trifluoromethyl)pyrimidin-2-amine COC=1C=C(C=CC1N1CCC(CC1)N1CCN(CC1)C)NC1=NC=C(C(=N1)N1OCCC1C1=CC(=CC=C1)OC1=CC=CC=C1)C(F)(F)F